N-(3-(2-(N-acetylacetamido)-8,9-dihydroimidazo[1',2':1,6]pyrido[2,3-d]pyrimidin-6-yl)-4-methylphenyl)-4-(trifluoromethyl)pyridineamide C(C)(=O)N(C(C)=O)C=1N=CC2=C(N1)N1C(C(=C2)C=2C=C(C=CC2C)NC(=O)C2=NC=CC(=C2)C(F)(F)F)=NCC1